benzene-1,2-dialdehyde C=1(C(=CC=CC1)C=O)C=O